bis-(4-(N,N-di-p-tolylamino)phenyl)cyclohexane (R)-tert-butyl-(1-(2-(1-ethyl-5-fluoro-1H-indol-2-yl)-1-methyl-1H-benzo[d]imidazole-5-carbonyl)piperidin-3-yl)carbamate C(C)(C)(C)N(C(O)=O)[C@H]1CN(CCC1)C(=O)C1=CC2=C(N(C(=N2)C=2N(C3=CC=C(C=C3C2)F)CC)C)C=C1.C1(=CC=C(C=C1)N(C1=CC=C(C=C1)C)C1=CC=C(C=C1)C1(CCCCC1)C1=CC=C(C=C1)N(C1=CC=C(C=C1)C)C1=CC=C(C=C1)C)C